C(#N)C=1C=C(C(=NC1O)COC)C(=O)OC methyl 5-cyano-6-hydroxy-2-(methoxymethyl)pyridine-3-carboxylate